ClC=1C(=NC(=NC1)NC1CCOCC1)C1=CC=C2CN(C(C2=C1)=O)[C@@H](C(=O)N[C@H](CO)C1=CC(=CC(=C1)OC)F)C (R)-2-(6-(5-chloro-2-((tetrahydro-2H-pyran-4-yl)amino)pyrimidin-4-yl)-1-oxoisoindolin-2-yl)-N-((S)-1-(3-fluoro-5-methoxyphenyl)-2-hydroxyethyl)propanamide